N-(7-chloro-4-((methyl-d3)amino)-2-oxo-1-phenyl-1,2-dihydro-quinolin-3-yl)-2-methoxyacetamide ClC1=CC=C2C(=C(C(N(C2=C1)C1=CC=CC=C1)=O)NC(COC)=O)NC([2H])([2H])[2H]